3,9-bis-(3,5-di-tert-butyl-4-hydroxyphenyl)-2,4,8,10-tetraoxaspiro[5.5]-undecane C(C)(C)(C)C=1C=C(C=C(C1O)C(C)(C)C)C1OCC2(CO1)COC(OC2)C2=CC(=C(C(=C2)C(C)(C)C)O)C(C)(C)C